C(C)(C)(C)[C@@H]1C[C@H]2C([C@@](N1CC2)(COC)CO)=O (1R,2S,4S,6S)-6-(tert-butyl)-2-(hydroxymethyl)-2-(methoxymethyl)quinuclidin-3-one